3-[3-(DIHYDROXYBORANYL)PHENOXYMETHYL]PYRIDINE-2-CARBONITRILE OB(C=1C=C(OCC=2C(=NC=CC2)C#N)C=CC1)O